4,5-Dimethylbenzene-1,3-diol CC1=C(C=C(C=C1C)O)O